4-[(5-chloro-pyridin-2-yl)methoxy]-1-{1H,2H,3H,4H,5H-[1,4]diazepino[1,7-a]indol-9-yl}-1,2-dihydropyridin-2-one ClC=1C=CC(=NC1)COC1=CC(N(C=C1)C1=CC=2C=C3N(C2C=C1)CCNCC3)=O